methyl 5-(3-(tert-butoxy)-3-oxopropyl)-2-methoxybenzoate C(C)(C)(C)OC(CCC=1C=CC(=C(C(=O)OC)C1)OC)=O